FC(C(=O)O)(F)F.N1N=CC2=NC=CC(=C21)N 1H-pyrazolo[4,3-b]pyridin-7-amine 2,2,2-trifluoroacetate